(pyridin-2-yl)quinoline-2-carboxylic acid N1=C(C=CC=C1)C=1C(=NC2=CC=CC=C2C1)C(=O)O